3-sulfopropyl acrylate sodium salt [Na+].C(C=C)(=O)OCCCS(=O)(=O)[O-]